2'''-fluoro-6'-methoxy-3'''-nitro-[1,1':2',1'':2'',1'''-quaterphenyl]-2-amine FC1=C(C=CC=C1[N+](=O)[O-])C=1C(=CC=CC1)C=1C(=C(C=CC1)OC)C=1C(=CC=CC1)N